NC1=NC=2C=CC(=CC2C2=C1[C@@H](OC2)C)C(=O)N(CC2=NC=C(C=C2)C(F)(F)F)[C@H]2C(C2)(C)C (3S)-4-amino-N-((1R)-2,2-dimethylcyclopropyl)-3-methyl-N-((5-(trifluoromethyl)-2-pyridinyl)methyl)-1,3-dihydrofuro[3,4-c]quinoline-8-carboxamide